2-[2-(2-{1-[2-(Cyclooct-2-yn-1-yloxy)acetamido]-3,6,9,12-tetraoxapentadecan-15-amido}acetamido)acetamido]acetic acid C1(C#CCCCCC1)OCC(=O)NCCOCCOCCOCCOCCC(=O)NCC(=O)NCC(=O)NCC(=O)O